4-(nonyloxy)benzoic acid C(CCCCCCCC)OC1=CC=C(C(=O)O)C=C1